1-(2-(4-methoxyphenyl)-3,4-dimethyl-2H-pyrazolo[3,4-d]pyridazin-7-yl)-N-(pyridin-2-ylmethyl)piperidine-3-carboxamide COC1=CC=C(C=C1)N1N=C2C(=NN=C(C2=C1C)C)N1CC(CCC1)C(=O)NCC1=NC=CC=C1